2-((benzyloxy)methyl)-1-(3-fluorobicyclo[1.1.1]pentan-1-yl)-1H-imidazole C(C1=CC=CC=C1)OCC=1N(C=CN1)C12CC(C1)(C2)F